BrC=1C=C2C(=NC1)N=C(O2)NC2=C(C=C(C=C2)[N+](=O)[O-])OC 6-bromo-N-(2-methoxy-4-nitrophenyl)oxazolo[4,5-b]pyridin-2-amine